ClC1=NC=C2C(=N1)N(NC2=O)C2=CC=C(C=C2)Cl 6-chloro-1-(4-chlorophenyl)-1,2-dihydro-3H-pyrazolo[3,4-d]pyrimidin-3-one